[Zr].[Fe].[Ni].[Au] gold-nickel-iron-zirconium